[Li+].C1NC(CC2=CC=CC=C12)C(=O)[O-] 1,2,3,4-tetrahydroisoquinoline-3-carboxylate lithium